Dimethyl-dichlorosilane hydrogen chloride Cl.C[Si](Cl)(Cl)C